2-(benzylamino)ethane C(C1=CC=CC=C1)NCC